tert-butyl methyl(2-(4,4,5,5-tetramethyl-1,3,2-dioxaborolan-2-yl)benzyl)carbamate CN(C(OC(C)(C)C)=O)CC1=C(C=CC=C1)B1OC(C(O1)(C)C)(C)C